FC1=C2CCNCC2=C(C=C1)O 5-fluoro-1,2,3,4-tetrahydroisoquinolin-8-ol